C(C)(C)N1C(NC=C1)=O 3-isopropyl-1H-imidazol-2(3H)-one